2-(but-3-yn-1-yl)-8-chloro-2,3,4,5-tetrahydro-1H-pyrido[4,3-b]indole C(CC#C)N1CC2=C(NC=3C=CC(=CC23)Cl)CC1